FC=1C=C(CC=2C=CC(=NC2)NC(=O)C=2C(N(C=CC2)C)=O)C=CC1 N-(5-(3-fluorobenzyl)pyridin-2-yl)-1-methyl-2-oxo-1,2-dihydropyridine-3-carboxamide